7-Acetyl-5-(o-tolyl)imidazo[1,2-a]quinoxalin-4(5H)-one C(C)(=O)C=1C=C2N(C(C=3N(C2=CC1)C=CN3)=O)C3=C(C=CC=C3)C